NC(/C=C/CC[C@@H](C(=O)NC=1C(N(C=CC1)CC=1N(C2=C(C=CC=C2C1)OCC1=C(C=C(C=C1)F)F)C(=O)OC(C)(C)C)=O)NC(=O)OC(C)(C)C)=O tert-butyl (S,E)-2-((3-(7-amino-2-((tert-butoxycarbonyl)amino)-7-oxohept-5-enamido)-2-oxopyridin-1(2H)-yl)methyl)-7-((2,4-difluorobenzyl)oxy)-1H-indole-1-carboxylate